ClC1=C(C=C(OCC(=O)NC23CC(C2)(C3)NC=3C=2N(C=CN3)N=CN2)C=C1)F 2-(4-chloro-3-fluorophenoxy)-N-{3-[([1,2,4]triazolo[1,5-a]pyrazin-8-yl)amino]bicyclo[1.1.1]pentan-1-yl}acetamide